4-((2R,5S)-5-(Phenoxymethyl)-2-(trifluoromethyl)oxazolidin-3-yl)-2-(trifluoromethyl)benzonitril O(C1=CC=CC=C1)C[C@@H]1CN([C@H](O1)C(F)(F)F)C1=CC(=C(C#N)C=C1)C(F)(F)F